FC(C(=O)O)(F)F.FC(C(=O)O)(F)F.NC[C@H]1C[C@@H](C(CC1)NC1=CC=C(C=C1)N1CCC(CC1)C(F)(F)F)N (2S,4R)-4-(aminomethyl)-N1-(4-(4-(trifluoromethyl)piperidin-1-yl)phenyl)cyclohexane-1,2-diamine bis(2,2,2-trifluoroacetate)